(R)-4-(5-(5-fluoro-2-methoxypyridin-4-yl)-1H-pyrazole-3-carbonyl)-N-((1r,4R)-4-(2-hydroxyethoxy)-4-(trifluoromethyl)cyclohexyl)-4-azaspiro[2.5]octane-7-carboxamide FC=1C(=CC(=NC1)OC)C1=CC(=NN1)C(=O)N1C2(CC2)C[C@@H](CC1)C(=O)NC1CCC(CC1)(C(F)(F)F)OCCO